Bicyclo[2.2.2]Octane-1,4-diamine dihydrochloride Cl.Cl.C12(CCC(CC1)(CC2)N)N